BrC1=CC=C(OC[C@@H]2COC[C@](O2)(C)CS(=O)(=O)C2CC2)C=C1 (2R,6S)-6-((4-bromophenoxy)methyl)-2-((cyclopropylsulfonyl)methyl)-2-methyl-1,4-dioxane